COC1=CC=C(COC2=CC=C(C=C2)C=2C=C(C(NC2C(F)(F)F)=O)C(=O)N)C=C1 5-(4-((4-Methoxybenzyl)oxy)phenyl)-2-oxo-6-(trifluoromethyl)-1,2-dihydropyridine-3-carboxamide